COC1=C(C=C(C(=O)OC)C=C1[N+](=O)[O-])C1=NN(C=N1)C Methyl 4-methoxy-3-(1-methyl-1H-1,2,4-triazol-3-yl)-5-nitrobenzoate